(S)-tert-butyl 2-((tert-butoxycarbonyl)amino)-4-((3-methyl-3-(4-phenyl-1H-1,2,3-triazol-1-yl)butyl)thio)butanoate C(C)(C)(C)OC(=O)N[C@H](C(=O)OC(C)(C)C)CCSCCC(C)(N1N=NC(=C1)C1=CC=CC=C1)C